C(C=C)N(C(CC1=CNC2=CC=CC=C12)=O)CC1=CC(=CC=C1)OC N-allyl-2-(1H-indol-3-yl)-N-(3-methoxybenzyl)acetamide